8-(2,5-Difluorobenzyl)-2-((4,5-dimethylfuran-2-yl)methyl)-6-phenylimidazo[1,2-a]pyrazin-3-yl-acetat FC1=C(CC=2C=3N(C=C(N2)C2=CC=CC=C2)C(=C(N3)CC=3OC(=C(C3)C)C)CC(=O)[O-])C=C(C=C1)F